p-β-oxoethoxybenzoic acid O=CCOC1=CC=C(C(=O)O)C=C1